Bis-(carboxymethyl) ether C(=O)(O)COCC(=O)O